COC(=O)C=1C=CC(=NC1)N1[C@@H]2CN([C@H](C1)C2)C(=O)OC(C)(C)C tert-butyl (1S,4S)-5-(5-(methoxycarbonyl) pyridin-2-yl)-2,5-diazabicyclo[2.2.1]heptane-2-carboxylate